C1(CC1)C(O)C1=NC=C(N=C1)N1[C@@H](C2=C(CC1)NC=N2)C2=NN1C(C(=CC=C1)F)=C2 cyclopropyl(5-((4S)-4-(4-fluoropyrazolo[1,5-a]pyridin-2-yl)-1,4,6,7-tetrahydro-5H-imidazo[4,5-c]pyridin-5-yl)pyrazin-2-yl)methanol